tert-butyl (3-fluoro-5-(trifluoromethyl)benzyl)(methyl)carbamate FC=1C=C(CN(C(OC(C)(C)C)=O)C)C=C(C1)C(F)(F)F